FC1=C(C=CC(=C1)OCC1=CC=C(C=C1)OC)NC1=C(C=2N=C(C=NC2C=C1)N1CCOCC1)C#N 6-(2-fluoro-4-(4-methoxybenzyloxy)phenylamino)-3-morpholinoquinoxaline-5-carbonitrile